C(=O)O.CCS(=O)(=O)N methylmethanesulfonamide, formic acid salt